4-(2-methoxyethyl)piperidine-4-carboxylic acid COCCC1(CCNCC1)C(=O)O